benzyl (S)-(3-(1-(6-bromo-3-(((6-fluoropyridin-2-yl)sulfonyl)carbamoyl)pyridin-2-yl)-5,5-dimethylpyrrolidin-3-yl)propyl)carbamate BrC1=CC=C(C(=N1)N1C[C@H](CC1(C)C)CCCNC(OCC1=CC=CC=C1)=O)C(NS(=O)(=O)C1=NC(=CC=C1)F)=O